2-(difluoromethyl)-N-(2,6-dioxopiperidin-3-yl)-1H-benzo[d]imidazole-7-carboxamide FC(C1=NC2=C(N1)C(=CC=C2)C(=O)NC2C(NC(CC2)=O)=O)F